(S)-2-(tert-Butoxycarbonylamino)pent-4-enoic acid 2-(2-bromophenyl)-2-oxoethyl ester BrC1=C(C=CC=C1)C(COC([C@H](CC=C)NC(=O)OC(C)(C)C)=O)=O